1-{4-cyano-6-[(3-bromophenyl)amino]pyrimidin-2-yl}-5-amino-1H-pyrazole-4-carboxylic acid C(#N)C1=NC(=NC(=C1)NC1=CC(=CC=C1)Br)N1N=CC(=C1N)C(=O)O